BrC=1C(=NC(=CC1)OC1COCC1)OC 3-bromo-2-methoxy-6-((tetrahydrofuran-3-yl)oxy)pyridine